FC(C(Br)(F)F)F tetrafluoro-bromoethane